C(C(C)(C)C)[Si](OCCOCC)(CC(C)(C)C)CC(C)(C)C trineopentyl-(2-ethoxyethoxy)silane